FC=1C(=NC=CC1)C1(CCC1)CNC1=NC=C(C=N1)C(=O)NCCNS(=O)(=O)C [2-({[(3-fluoro(2-pyridyl))cyclobutyl]methyl}amino)pyrimidin-5-yl]-N-{2-[(methylsulfonyl)amino]ethyl}carboxamide